S(C)(=O)(=O)O.CN(S(=O)(=O)N1C(=NC=2C1=NC(=CC2)C=2NC(=NC2C2=CC=CC=C2)C(C)(C)C)N)C 2-amino-5-(2-tert-butyl-5-phenyl-3H-imidazol-4-yl)imidazo[4,5-b]pyridine-3-sulfonic acid dimethylamide mesylate